OC=1C=C(C=CC1)C(C(=O)O)(C)P(=O)=O 3-hydroxyphenyl-phosphopropionic acid